2-O-(N-BOC-L-phenylalanyl)-4'-nitro-2',5-dichlorosalicylanilide C(=O)(OC(C)(C)C)N[C@@H](CC1=CC=CC=C1)C(=O)OC=1C(C(=O)NC2=C(C=C(C=C2)[N+](=O)[O-])Cl)=CC(=CC1)Cl